C(C1=CC=CC=C1)N1C(C=2C=C(C(=NC2C=C1)C)C(=O)O)=O 6-benzyl-2-methyl-5-oxo-5,6-dihydro-1,6-naphthyridine-3-carboxylic acid